(((((1R,2S,5R)-2-((2-((tert-butoxycarbonyl) amino) ethoxy) carbamoyl)-7-oxo-1,6-diazabicyclo[3.2.1]oct-6-yl) oxy) sulfonyl) oxy)-2,2-dimethylpropionate C(C)(C)(C)OC(=O)NCCONC(=O)[C@H]1N2C(N([C@H](CC1)C2)OS(=O)(=O)OCC(C(=O)[O-])(C)C)=O